FC1(CN(C1)C1=NC(=NC(=N1)C1=NC(=CC=C1)C(F)(F)F)NC1=CC(=NC=C1)C(F)(F)F)F (3,3-Difluoroazetidin-1-yl)-6-(6-(trifluoromethyl)pyridin-2-yl)-N-(2-(trifluoromethyl)pyridin-4-yl)-1,3,5-triazin-2-amine